C(C)(=O)N1[C@H](CC(C1)C1=CC(=C(C=C1)OC(F)F)OCC1CC1)C(=O)N1CC2=CC=C(C=C2C1)C(=O)N 2-((2R)-1-acetyl-4-(3-(cyclopropylmethoxy)-4-(difluoromethoxy)phenyl)pyrrolidine-2-carbonyl)isoindoline-5-carboxamide